ClC=1C(=NC(=NC1)NC1=C(C=C(C(=C1)C)C=1C[C@@H](N([C@@H](C1)C1CC1)C1COC1)C1CC1)OC(C)C)NC1=C(C=CC=C1)S(=O)(=O)C(C)C 5-chloro-N2-(4-((cis)-2,6-dicyclopropyl-1-(oxetan-3-yl)-1,2,3,6-tetrahydropyridin-4-yl)-2-isopropoxy-5-methylphenyl)-N4-(2-(isopropylsulfonyl)phenyl)pyrimidine-2,4-diamine